N-butyl-2-((6-chlorobenzo[d]thiazol-2-yl)thio)acetamide C(CCC)NC(CSC=1SC2=C(N1)C=CC(=C2)Cl)=O